methyl bromocyclopentenoate BrC1=C(CCC1)C(=O)OC